2'-(ethane-1,2-diylbis(5-carbamoyl-4-methoxy-1H-benzo[d]imidazole-1,2-diyl))bis(3-chlorobenzoic acid) C(CN1C(=NC2=C1C=CC(=C2OC)C(N)=O)C2=C(C(=O)O)C=CC=C2Cl)N2C(=NC1=C2C=CC(=C1OC)C(N)=O)C1=C(C(=O)O)C=CC=C1Cl